C(C)(C)(C)OC(=O)C=1N=NN(C1)C1(CC1)C=1C=NC(=CC1C)Cl (1-(6-chloro-4-methylpyridin-3-yl)cyclopropyl)-1H-1,2,3-triazole-4-carboxylic acid tert-butyl ester